ethyl 2-(4-bromophenyl)-3-oxo-2,3-dihydro-1H-pyrazole-4-carboxylate BrC1=CC=C(C=C1)N1NC=C(C1=O)C(=O)OCC